NC(CC(C)(O)C)C1CC1 4-Amino-4-cyclopropyl-2-methylbutan-2-ol